Ethanesulfonic acid {2-[5-(7-fluoro-1-methyl-2-oxo-1,2,3,4-tetrahydro-quinolin-6-yl)-pyridin-3-yloxy]-ethyl}-methyl-amide FC1=C(C=C2CCC(N(C2=C1)C)=O)C=1C=C(C=NC1)OCCN(S(=O)(=O)CC)C